methyl 1-(5-methyl-4-nitro-pyrazol-1-yl)cyclopropanecarboxylate CC1=C(C=NN1C1(CC1)C(=O)OC)[N+](=O)[O-]